1-piperazineacetic acid N1(CCNCC1)CC(=O)O